ClC=1C=C(C=C(C1F)Cl)NC(OC1=CC=CC=C1)=O phenyl (3,5-dichloro-4-fluorophenyl)carbamate